C(C)N1C[C@@H]2[C@H](CC1)CCN2C2=CC(=C(N=N2)C2=C(C=C(C=C2)C(F)(F)F)O)C(F)F 2-[6-[(3aR,7aS)-6-ethyl-3,3a,4,5,7,7a-hexahydro-2H-pyrrolo[2,3-c]pyridin-1-yl]-4-(difluoromethyl)pyridazin-3-yl]-5-(trifluoromethyl)phenol